(2s,4r)-4-hydroxy-N-[[2-hydroxy-4-(4-methylthiazol-5-yl)phenyl]methyl]-1-[3-methyl-2-(3-methylisoxazol-5-yl)butyryl]pyrrolidine-2-carboxamide O[C@@H]1C[C@H](N(C1)C(C(C(C)C)C1=CC(=NO1)C)=O)C(=O)NCC1=C(C=C(C=C1)C1=C(N=CS1)C)O